C1(CC1)N1N=CC2=C(C(=CC=C12)N1C(N(C=C1)C=1N(N=C2C1[C@@H](NCC2)C)C2=CC(=C(C=C2)C2(CC2)F)C)=O)F (S)-1-(1-cyclopropyl-4-fluoro-1H-indazol-5-yl)-3-(2-(4-(1-fluorocyclopropyl)-3-methylphenyl)-4-methyl-4,5,6,7-tetrahydro-2H-pyrazolo[4,3-c]pyridin-3-yl)-1,3-dihydro-2H-imidazol-2-one